FC(C1=C(C=C2CCCN(C2=C1)C=1N=C(C=C2C=CC=NC12)C(=O)OCC)C=1C=NN(C1)C1CN(C1)C)F Ethyl 8-{7-difluoromethyl-6-[1-(1-methyl-azetidin-3-yl)-1H-pyrazol-4-yl]-3,4-dihydro-2H-quinolin-1-yl}-[1,7]naphthyridine-6-carboxylate